(2E)-3-(4-Fluorophenyl)-1-(4-[(E)-(4-hydroxyphenyl)methylidene]aminophenyl)prop-2-en-1-one FC1=CC=C(C=C1)/C=C/C(=O)C1=CC=C(C=C1)/N=C/C1=CC=C(C=C1)O